piperazine-1-carboxamide hydrochloride salt Cl.N1(CCNCC1)C(=O)N